Cl.C(C1=CC=CC=C1)NC=1C=2N(N=C(C1)SC[C@H](N)C(=O)OC)C(=CN2)C2CC2 methyl S-(8-(benzylamino)-3-cyclopropylimidazo[1,2-b]pyridazin-6-yl)-L-cysteinate hydrochloride